COC(=O)C1CC2=CC=C(C=C2C1)Br 5-bromo-2,3-dihydro-1H-indene-2-carboxylic acid methyl ester